N-(5-(2-(cyclopentylamino)acetamido)-2-methylpyridin-3-yl)-2-(5,6-dihydro-4H-pyrrolo[1,2-b]pyrazol-3-yl)pyrazolo[5,1-b]thiazole-7-carboxamide C1(CCCC1)NCC(=O)NC=1C=C(C(=NC1)C)NC(=O)C=1C=NN2C1SC(=C2)C2=C1N(N=C2)CCC1